N1C=C(C2=CC=CC=C12)CCC1N(CCC2=CC(=CC=C12)OC)CC1CCOCC1 1-(2-(1H-indol-3-yl)ethyl)-6-methoxy-2-((tetrahydro-2H-pyran-4-yl)methyl)-1,2,3,4-Tetrahydroisoquinoline